7-(1-ethoxyvinyl)thieno[3,2-b]pyridine C(C)OC(=C)C1=C2C(=NC=C1)C=CS2